COC1=CC=C(C=N1)C=1C=C2C(=C(C=NC2=CC1)C#N)NC(C)C1=CC=CC=C1 6-(6-methoxypyridin-3-yl)-4-((1-phenylethyl)amino)quinoline-3-carbonitrile